C/C(=C/C=C)/C=C(C)C (3Z)-4,6-dimethylhepta-1,3,5-triene